2-cyanoethyl-3-((bis(diisopropylamino)phosphaneyl)oxy)propanenitrile C(#N)CCC(C#N)COP(N(C(C)C)C(C)C)N(C(C)C)C(C)C